S1C=NC=2C=NNC(C21)=O thiazolo[4,5-d]pyridazin-7(6H)-one